2-(4-iodo-1-methyl-1H-pyrazol-5-yl)thieno[3,2-b]pyridine-3-carbonitrile IC=1C=NN(C1C1=C(C2=NC=CC=C2S1)C#N)C